N-[[6-(1,3-Benzothiazol-6-ylamino)-2-pyridyl]sulfonyl]-2-(2,2,4-trimethylpyrrolidin-1-yl)pyridin-3-carboxamid S1C=NC2=C1C=C(C=C2)NC2=CC=CC(=N2)S(=O)(=O)NC(=O)C=2C(=NC=CC2)N2C(CC(C2)C)(C)C